O1CCC(CC1)C=1N=C2C(=NC1)N(C=C2C2CN(CC2)C(=O)OC(C)(C)C)COCC[Si](C)(C)C tert-butyl 3-[2-tetrahydropyran-4-yl-5-(2-trimethylsilylethoxymethyl)pyrrolo[2,3-b]pyrazin-7-yl]pyrrolidine-1-carboxylate